[6-bromo-4-[2-[(6-chloro-2-pyridyl)oxy]ethoxy]-3-pyridyl]methanol BrC1=CC(=C(C=N1)CO)OCCOC1=NC(=CC=C1)Cl